O=C1NC(CCC1N1C(C2=CC=C(C=C2C1=O)N1CCN(CC1)CC1CCN(CC1)NC(OC(C)(C)C)=O)=O)=O tert-butyl (4-((4-(2-(2,6-dioxopiperidin-3-yl)-1,3-dioxoisoindolin-5-yl)piperazin-1-yl)methyl) piperidin-1-yl)carbamate